5,8-dichloro-2-[(4-methoxy-6-methyl-2-oxo-1,2-dihydro-pyridin-3-yl)methyl]-7-[(S)-methoxy(oxetan-3-yl)methyl]-3,4-dihydroisoquinolin ClC1=C2CCN(CC2=C(C(=C1)[C@H](C1COC1)OC)Cl)CC=1C(NC(=CC1OC)C)=O